FC(OC1=NC=CC=C1C=1NC(=CC1C(=O)OC)C(C)C)F methyl 2-(2-(difluoromethoxy) pyridin-3-yl)-5-isopropyl-1H-pyrrole-3-carboxylate